8-((3R,4R)-3-Ethoxy-4-(3-(trifluoromethyl)phenoxy)piperidin-1-yl)-5-methyl-6-oxo-5,6-dihydro-1,5-naphthyridin-2-carbonitril C(C)O[C@@H]1CN(CC[C@H]1OC1=CC(=CC=C1)C(F)(F)F)C1=CC(N(C=2C=CC(=NC12)C#N)C)=O